O1C(=CC(=O)C=2C(O)=CC(O)=CC12)C=1CCC(O)=CC1 2',3'-dihydroapigenin